(5S)-2-(bicyclo[2.2.2]octan-1-yl)-5-(3,5-difluorophenyl)-2,5,6,7-tetrahydro-3H-pyrrolo[2,1-c][1,2,4]triazol-3-one C12(CCC(CC1)CC2)N2N=C1N(C2=O)[C@@H](CC1)C1=CC(=CC(=C1)F)F